FC=1C=C(C=C(C1OC1COCCC1)F)NC(=O)C=1N=C(OC1CC(F)(F)F)N1CC(C1)(OC)CC N-(3,5-difluoro-4-((tetrahydro-2H-pyran-3-yl)oxy)phenyl)-2-(3-ethyl-3-methoxyazetidin-1-yl)-5-(2,2,2-trifluoroethyl)oxazole-4-carboxamide